(E)-3-(6-aminopyridin-3-yl)-N-((5-(5-(4,4-difluoropiperidine-1-thiocarbonyl)pyridin-2-yl)-7-(trifluoromethyl)benzofuran-2-yl)methyl)prop-2-enylthioamide NC1=CC=C(C=N1)/C=C/CS[N-]CC=1OC2=C(C1)C=C(C=C2C(F)(F)F)C2=NC=C(C=C2)C(=S)N2CCC(CC2)(F)F